FC1=CC=C(C=C1)C1=CC=2C(=NC=C(C2)C=2C=C(C(=O)OC)C=CC2)N1 Methyl 3-(2-(4-fluorophenyl)-1H-pyrrolo[2,3-b]pyridin-5-yl)benzoate